1-(4-(azetidin-3-yl)-2-chloro-6-methylbenzyl)piperidine-4-carboxylic acid methyl ester COC(=O)C1CCN(CC1)CC1=C(C=C(C=C1C)C1CNC1)Cl